((tert-butyldimethylsilyloxy)methyl)-4-oxo-3-azabicyclo[3.2.0]heptane-3-carboxylate [Si](C)(C)(C(C)(C)C)OCOC(=O)N1CC2CCC2C1=O